C1(CC1)S(=O)(=O)NC1=NC=CC(=N1)C(C(=O)NC1=C(C=C(C=C1)C1=NC(=CN=C1)OC)F)CC 2-(2-(cyclopropanesulfonamido)pyrimidin-4-yl)-N-(2-fluoro-4-(6-methoxypyrazin-2-yl)phenyl)butanamide